C[C@@H]1CN(C[C@@H](O1)C)C=1C=CC=2C(=NC(=CN2)NCC2=C3C(=CNC3=CC=C2)C)N1 6-[(2R,6S)-2,6-dimethylmorpholin-4-yl]-N-[(3-methyl-1H-indol-4-yl)methyl]pyrido[2,3-b]pyrazin-3-amine